bipyridine ruthenium(II) [Ru+2].N1=C(C=CC=C1)C1=NC=CC=C1